dioctadecyl Malate (Dioctyldodecyl Malate) C(CCCCCCC)C(C(C(=O)O)(O)CCCCCCCCCCCC)(C(=O)O)CCCCCCCC.C(C(O)CC(=O)OCCCCCCCCCCCCCCCCCC)(=O)OCCCCCCCCCCCCCCCCCC